N1-(9-(2-Aminoethyl)-6-chloro-3-(3,4-dichlorophenyl)-9H-carbazol-2-yl)ethane-1,2-diamine NCCN1C2=CC=C(C=C2C=2C=C(C(=CC12)NCCN)C1=CC(=C(C=C1)Cl)Cl)Cl